4-(4-amino-2-methoxyphenoxy)piperidine-1-carboxylic acid tert-butyl ester C(C)(C)(C)OC(=O)N1CCC(CC1)OC1=C(C=C(C=C1)N)OC